(2-isopropyl-4-methylpyridin-3-yl)ammonia C(C)(C)C1=NC=CC(=C1N)C